[Br-].CC1=C(C=CC=C1)P(C1=CC=CC=C1)CCCC methyl-butyl-diphenyl-phosphine bromide